3-[[(tert-butyl)silyl]oxy]-5-hydroxy-benzyl alcohol C(C)(C)(C)[SiH2]OC=1C=C(CO)C=C(C1)O